COC1=CC=C(C=C1)C2=COC3=C(C2=O)C=CC(=C3)[O-] The molecule is a flavonoid oxoanion that is the conjugate base of formononetin, obtained by deprotonation of the 7-hydroxy group. Major microspecies at pH 7.3 (according to Marvin v 6.2.0.). It is a conjugate base of a formononetin.